((1r,4r)-4-hydroxy-4-(trifluoromethyl)cyclohexyl)-3-oxa-9-azabicyclo[3.3.1]nonane-7-carboxamide OC1(CCC(CC1)C12COCC(CC(C1)C(=O)N)N2)C(F)(F)F